C(#N)C=1C(=NN2C1CCC1=CC(=CC=C21)F)C2CCN(CC2)C(=O)OC(C)(C)C tert-butyl 4-(3-cyano-7-fluoro-4,5-dihydropyrazolo[1,5-a]quinolin-2-yl)piperidine-1-carboxylate